[(oxolan-3-yl)oxy]-1,2-dihydroquinoline-3-carbonitrile O1CC(CC1)ON1CC(=CC2=CC=CC=C12)C#N